5'-methyl-3-(5-methyl-1,2,4-oxadiazol-3-yl)-4-pentyl-1',2',3',4'-tetrahydro-[1,1'-biphenyl] CC=1CCCC(C1)C1=CC(=C(C=C1)CCCCC)C1=NOC(=N1)C